4,4''-bis(1-methyl-1H-benzo[d]imidazol-2-yl)-4'-(4-(1-methyl-1H-benzo[d]imidazol-2-yl)phenyl)-[1,1':2',1''-terphenyl] CN1C(=NC2=C1C=CC=C2)C2=CC=C(C=C2)C=2C(=CC(=CC2)C2=CC=C(C=C2)C2=NC1=C(N2C)C=CC=C1)C1=CC=C(C=C1)C1=NC2=C(N1C)C=CC=C2